FC(C(=O)O)(F)F.NCCS(=O)(=O)C1=C(C(=C(C=C1)C(=O)N1CCOC2=C(C1)C=C(C=C2)C=2C=NC(=CC2)N)C)F (4-((2-aminoethyl)sulfonyl)-3-fluoro-2-methylphenyl)(7-(6-aminopyridin-3-yl)-2,3-dihydrobenzo[f][1,4]oxazepin-4(5H)-yl)methanone 2,2,2-trifluoroacetate